C1(=C(C(=CC(=C1)C)C)OC=1C(C(=O)O)=CC=CC1)C.C(C=1C(O)=CC=CC1)(=O)O salicylate (mesityl salicylate)